(3,6-dihydro-2H-pyran-4-yl)-5-methoxypyrimidin-4-amine O1CCC(=CC1)C1=NC=C(C(=N1)N)OC